N-(2-Bromo-6-nitrophenyl)-[1,1':3',1''-terphenyl]-2,2'',3,3'',4,4'',5,5'',6,6''-d10-2'-amine BrC1=C(C(=CC=C1)[N+](=O)[O-])NC1=C(C=CC=C1C1=C(C(=C(C(=C1[2H])[2H])[2H])[2H])[2H])C1=C(C(=C(C(=C1[2H])[2H])[2H])[2H])[2H]